COP(OC)(=O)CC1=C(C=C(C(=C1)C(C)(C)C)O)C(C)(C)C 2,5-di-tert-butyl-4-hydroxybenzylphosphonic acid dimethyl ester